COC(CC1=NN(C=C1C(N[C@@H]1CCC=2N(C=NC21)C)=O)CC=2C(=NC(=CC2)N2CC1CC1C2)C)=O 2-{1-[(6-{3-azabicyclo[3.1.0]hex-3-yl}-2-methylpyridin-3-yl)methyl]-4-{[(4R)-1-methyl-1H,4H,5H,6H-cyclopenta[d]imidazol-4-yl]carbamoyl}-1H-pyrazol-3-yl}acetic acid methyl ester